NC1=NC(N(C=C1)[C@H]1O[C@H](OC1)COP(=O)(OC1=CC=C(C=C1)Br)N[C@H](C(=O)O[C@@H](C)CCC)C)=O (2S)-(S)-pentan-2-yl 2-(((((2S,4S)-4-(4-amino-2-oxopyrimidin-1(2H)-yl)-1,3-dioxolan-2-yl)methoxy)(4-bromophenoxy)phosphoryl)amino)propanoate